3-methyl-5-(1-methyl-6-oxo-1,6-dihydropyridin-3-yl)-N-(3-(methylamino)-3-oxopropyl)-N-(2-(4-methylpiperazin-1-yl)ethyl)benzo[b]thiophene-2-carboxamide CC=1C2=C(SC1C(=O)N(CCN1CCN(CC1)C)CCC(=O)NC)C=CC(=C2)C2=CN(C(C=C2)=O)C